tetrahydrobenzo[f][1,2,5]thiadiazepine 1,1-dioxide S1(NCCNC2=C1C=CC=C2)(=O)=O